FC1(CC(C1)OC1=CC(=NC=N1)[C@@H](C(F)F)OC1=NN(C2=NN=C(C=C21)C=2C(NC(NC2)=O)=O)C)F 5-[3-[(1S)-1-[6-(3,3-difluorocyclobutoxy)pyrimidin-4-yl]-2,2-difluoro-ethoxy]-1-methyl-pyrazolo[3,4-c]pyridazin-5-yl]-1H-pyrimidine-2,4-dione